(S)-1-((4,4-difluoro-5-oxopyrrolidin-2-yl)methoxy)-7-isopropoxy-4-(1-(2-(tetrahydro-2H-pyran-4-yl)ethyl)-1H-pyrazol-4-yl)isoquinoline-6-carboxamide FC1(C[C@H](NC1=O)COC1=NC=C(C2=CC(=C(C=C12)OC(C)C)C(=O)N)C=1C=NN(C1)CCC1CCOCC1)F